rac-(3aR,5R,7S,7aR)-5-(3,5-dimethylphenyl)-1-isopropyl-3,3,5,7-tetramethyloctahydrobenzo[c]isoxazole CC=1C=C(C=C(C1)C)[C@]1(C[C@@H]2[C@H](N(OC2(C)C)C(C)C)[C@H](C1)C)C |r|